FC1=CC=C(C=C1)C=1N=C(SC1)C(C(=O)OCC)(C)C ethyl 2-(4-(4-fluorophenyl) thiazol-2-yl)-2-methylpropionate